1,2-bis(mercaptomethoxy)benzene SCOC1=C(C=CC=C1)OCS